4-[5-[(3,4-dimethoxyphenyl)methyl]-1,3,4-oxadiazol-2-yl]benzohydroxamic acid COC=1C=C(C=CC1OC)CC1=NN=C(O1)C1=CC=C(C(=O)NO)C=C1